C(=O)(O)CC=1C(=C(C(=O)NC2=C(C(=O)O)C=CN=C2)C=C(C1)O)O 3-(3-(carboxymethyl)-2,5-dihydroxybenzoylamino)isonicotinic acid